ClC=1C(=NC(=NC1)NC1=C(C=C(C=C1)N1CCC(CC1)CN1CC(C1)C(=O)OC(C)(C)C)OC)NC1=C(C=CC=C1)N(S(=O)(=O)C)C tertiary butyl 1-((1-(4-((5-chloro-4-((2-(N-methylmethylsulfonamido)phenyl)amino)pyrimidin-2-yl)amino)-3-methoxyphenyl)piperidin-4-yl)methyl)azetidin-3-carboxylate